2-amino-6-cyclopropyl-1-(5-methyl-1H-indazol-4-yl)-7-(3,3,3-trifluoropropyl)pyrrolo[3,2-c]pyridine-3-carboxamide NC1=C(C=2C=NC(=C(C2N1C1=C2C=NNC2=CC=C1C)CCC(F)(F)F)C1CC1)C(=O)N